C1(CCCCC1)C(C(=O)C1=CC=CC=C1)NC1=CC=C(C=C1)C 2-cyclohexyl-1-phenyl-2-(p-toluidinyl)ethanone